C(#N)C=1C=C(C=CC1)NC(C1=C(N=CC=C1)OC1=C(C=C(C=C1)F)C)=O N-(3-cyanophenyl)-2-(4-fluoro-2-methylphenoxy)-nicotinamide